C12C(CC(C=C1)C2)CC[Si](OC)(OC)OC (2-(Bicyclo[2.2.1]hept-5-en-2-yl)ethyl)trimethoxysilane